C1=CC=CC=2C3=CC=CC=C3C(C12)COC(=O)N[C@@H](CCC(=O)OC(C)(C)C)C(=O)NC1=CC=C(C=C1)CO tert-butyl (4S)-4-(9H-fluoren-9-ylmethoxycarbonylamino)-5-[4-(hydroxymethyl)anilino]-5-oxo-pentanoate